methyl 2-(7-aminohept-1-yn-1-yl)-5-(piperazin-1-yl)benzoate NCCCCCC#CC1=C(C(=O)OC)C=C(C=C1)N1CCNCC1